FC(CN1N=CC(=C1)C1=NC=CC(=N1)N(C1=CC(=C(C=N1)C1=NC=C(C=C1)OC1CCN(CC1)CCF)N)C1CCC(CC1)F)F N6'-(2-(1-(2,2-Difluoroethyl)-1H-pyrazol-4-yl)pyrimidin-4-yl)-N6'-((1s,4s)-4-fluorocyclohexyl)-5-((1-(2-fluoroethyl)piperidin-4-yl)oxy)-[2,3'-bipyridine]-4',6'-diamine